4-(4-aminophenyl)piperazin NC1=CC=C(C=C1)N1CCNCC1